CC(C(=O)O)(C)OC.COC(C(=O)OC)C methyl methoxypropionate (methyl methoxypropionate)